FC=1C=C(CC=2C=C3C(=NNC3=CC2)\C=C\C2=NC=CC=C2)C=CC1 (E)-5-(3-fluorobenzyl)-3-(2-(pyridin-2-yl)vinyl)-1H-indazole